6-chloro-3-(((R)-1-(2-cyano-3-((R)-2-(difluoromethyl)morpholino)-7-methylquinoxalin-5-yl)ethyl)amino)picolinic acid ClC1=CC=C(C(=N1)C(=O)O)N[C@H](C)C1=C2N=C(C(=NC2=CC(=C1)C)C#N)N1C[C@@H](OCC1)C(F)F